C[C@@]12C[C@@H](C[C@@H](CC1)N2CC=2NC1=CC(=C(C=C1C2)F)CNC(=O)C=2N=C1N(C(C2)=O)C=CC=C1)C |o1:1,3,5| N-((2-(((1S*,3R*,5R*)-1,3-dimethyl-8-azabicyclo[3.2.1]octan-8-yl)methyl)-5-fluoro-1H-indol-6-yl)methyl)-4-oxo-4H-pyrido[1,2-a]pyrimidine-2-carboxamide